6-chloro-N-cyclopropyl-4-(phenylamino)quinoline-3-carboxamide ClC=1C=C2C(=C(C=NC2=CC1)C(=O)NC1CC1)NC1=CC=CC=C1